NC=1C=C(C(=CC1)C=1C(=CC(=CC1)N)S(=O)(=O)O)S(=O)(=O)O 4,4'-diamino[1,1'-biphenyl]-2,2'-disulfonic acid